lithium chloride acetate C(C)(=O)O.[Cl-].[Li+]